(R)-N-(3,3-difluoro-1-(methyl-d3)piperidin-4-yl)-5-(1-(2,2-difluoroethyl)-4-fluoro-1H-benzo[d]imidazol-6-yl)-4-methoxypyrrolo[2,1-f][1,2,4]triazin-2-amine FC1(CN(CC[C@H]1NC1=NN2C(C(=N1)OC)=C(C=C2)C=2C=C(C1=C(N(C=N1)CC(F)F)C2)F)C([2H])([2H])[2H])F